(4'-(6-chloro-2-(((3R,4S,5S)-4-hydroxy-5-(hydroxymethyl)tetrahydrofuran-3-yl)oxy)-1H-imidazo[4,5-b]pyridin-5-yl)-[1,1'-biphenyl]-4-yl)phosphonic acid ClC=1C=C2C(=NC1C1=CC=C(C=C1)C1=CC=C(C=C1)P(O)(O)=O)N=C(N2)O[C@@H]2CO[C@H]([C@@H]2O)CO